(6-chloro-4-(2-((6,6-dimethyl-2,4-dioxo-3-azabicyclo[3.1.0]hexan-3-yl)methyl)thieno[3,2-b]pyridin-7-yl)-2-methylpyridin-3-yl)azetidine-3-carboxamide 2,2,2-trifluoroacetate FC(C(=O)O)(F)F.ClC1=CC(=C(C(=N1)C)N1CC(C1)C(=O)N)C1=C2C(=NC=C1)C=C(S2)CN2C(C1C(C1C2=O)(C)C)=O